ClC1=CC=C(/C=C/C2(CCCCC2)C#N)C=C1 (E)-1-(4-chlorostyryl)cyclohexane-1-carbonitrile